C(#N)C1=CC(=C(COC2=CC=CC(=N2)C2=CC(=C(CC3=NC4=C(N3CCNC3CC3)C=C(C=C4)C(=O)O)C=C2F)F)C=C1)F 2-(4-(6-((4-cyano-2-fluorobenzyl)oxy)pyridin-2-yl)-2,5-difluorobenzyl)-1-(2-(cyclopropylamino)ethyl)-1H-benzo[d]imidazole-6-carboxylic acid